N-tert-butyloxycarbonyl-L-phenylalanine-18O2 C(C)(C)(C)OC(=O)N[C@@H](CC1=CC=CC=C1)C(=[18O])[18OH]